N-(3α,7α-dihydroxyl-4β-fluoro-6α-ethyl-5β-cholan-24-oyl)-3-fluorophenyl-sulfonamide O[C@H]1[C@@H]([C@H]2[C@H]([C@H]([C@H]3[C@@H]4CC[C@H]([C@@H](CCC(=O)NS(=O)(=O)C5=CC(=CC=C5)F)C)[C@]4(CC[C@@H]3[C@]2(CC1)C)C)O)CC)F